COC([C@@H](NC([C@@H](NC(=O)OC(C)(C)C)C)=O)C)=O (t-Butoxycarbonyl)-L-alanyl-L-alanine methyl ester